N-[(6-Amino-2-pyridyl)sulfonyl]-6-(3,3-dimethyl-6-oxo-cyclohexen-1-yl)-2-[(4S)-2,2,4-trimethylpyrrolidin-1-yl]pyridin-3-carboxamid NC1=CC=CC(=N1)S(=O)(=O)NC(=O)C=1C(=NC(=CC1)C1=CC(CCC1=O)(C)C)N1C(C[C@@H](C1)C)(C)C